O1C=C(C=C1)C1=CC=C(C=C1)C=1CCN(CC1)CCC(C(=O)NO)(S(=O)(=O)C)C 4-(4-(4-(furan-3-yl)phenyl)-3,6-dihydropyridin-1(2H)-yl)-N-hydroxy-2-methyl-2-(methylsulfonyl)butanamide